C(CCCCCCC)C(C(=O)O)(CCCCCCCCCCCC)CCCCCCCCCCCC.C(CCCCCCCCCCCCC)(=O)O.C(CCCCCCC)C(CCCCCCCCCCC)O octyldodecanol myristate (Octyldodecyl-Myristate)